C(C=C)(=O)N1CCN(CC1)C1=C(C=C(C=C1)C=1C=2N(C=C(C1)C=1C=NN(C1)CC)N=CC2C#N)OC 4-(4-(4-Acryloylpiperazin-1-yl)-3-methoxyphenyl)-6-(1-ethyl-1H-pyrazol-4-yl)pyrazolo[1,5-a]pyridine-3-carbonitrile